BrC=1C=CC=C2C=CC(=C(C12)C=O)O 8-bromo-2-hydroxy-naphthalene-1-carbaldehyde